FC1=C(C=C(C=C1)[C@@H](C(F)(F)F)O)C1=CN=C(C(=N1)C(=O)N)OC 6-{2-fluoro-5-[(1S)-2,2,2-trifluoro-1-hydroxyethyl]phenyl}-3-methoxypyrazine-2-carboxamide